[B].[Ni].[Pd].FC1CC(N(C1)C(CN1N=C(C=C1)C)=O)C(=O)NC(C1=CC=C(C=C1)C(C)C)C1=CC=CC=C1 4-fluoro-1-[2-(3-methyl-1H-pyrazol-1-yl)acetyl]-N-{phenyl-[4-(propan-2-yl)phenyl]methyl}pyrrolidine-2-carboxamide palladium nickel boron